C(#N)/C(/C(=O)N(C)CCN(C)C)=C\C=1OC(=CC1)C1=NC=2C(=C3C(=NC2)NC=C3)N1C1CCCCC1 (E)-2-cyano-3-(5-(1-cyclohexyl-1,6-dihydroimidazo[4,5-d]pyrrolo[2,3-b]pyridin-2-yl)furan-2-yl)-N-(2-(dimethylamino)ethyl)-N-methylacrylamide